2-((5-(2-(9H-carbazol-9-yl)ethyl)-1,3,4-oxadiazol-2-yl)thio)-N-(4-chloro-2-nitrophenyl)acetamide C1=CC=CC=2C3=CC=CC=C3N(C12)CCC1=NN=C(O1)SCC(=O)NC1=C(C=C(C=C1)Cl)[N+](=O)[O-]